C(C)C1=CC(=C(C=C1)O)C(C1=CC=CC=C1)C 4-ethyl-2-(alpha-methylbenzyl)phenol